FC(OC1=CC=C2CCN(C2=C1)C(=O)OC(C)(C)C)F tert-butyl 6-(difluoromethoxy)-indoline-1-carboxylate